((6-chloro-4-(3,3-difluorocyclobutyl)pyridin-2-yl)imino)dimethyl-λ6-thiocanone ClC1=CC(=CC(=N1)N=C1S(CCCCCC1)(=O)(C)C)C1CC(C1)(F)F